N-((1S,4s)-4-(2-(((R)-2-(3-Fluorophenyl)-2-hydroxyethyl)amino)-2-methylpropyl)cyclohexyl)-N-methylacetamide hydrochloride Cl.FC=1C=C(C=CC1)[C@H](CNC(CC1CCC(CC1)N(C(C)=O)C)(C)C)O